3-[(5-phenoxy-1H-benzo[d]imidazol-2-yl)amino]-N-(prop-2-yn-1-yl)-1H-indole-5-carboxamide O(C1=CC=CC=C1)C1=CC2=C(NC(=N2)NC2=CNC3=CC=C(C=C23)C(=O)NCC#C)C=C1